ClC1=C(OC(C(=O)O)(C)C)C(=CC(=C1)CN1C(N(CC1=O)C1=CC=C(C=C1)C(F)(F)F)=O)OC 2-(2-Chloro-4-((2,5-dioxo-3-(4-(trifluoromethyl)phenyl)imidazolin-1-yl)methyl)-6-methoxyphenoxy)-2-methylpropionic acid